bis(2-octyldodecyl)-2,2'-bithiophene C(CCCCCCC)C(CC=1C(=C(SC1)C=1SC=CC1)CC(CCCCCCCCCC)CCCCCCCC)CCCCCCCCCC